Cl.COC(=O)[C@@]1(CNCC=C1F)C (S)-4-fluoro-3-methyl-1,2,3,6-tetrahydropyridine-3-carboxylic acid methyl ester hydrochloride